Cl\C=C/C (1Z)-1-chloroprop-1-ene